N-[4-[4-[3-(2-aminoethyl)azetidine-1-carbonyl]piperidine-1-carbonyl]-3-chloro-phenyl]-5-(2,3-difluoro-4-methoxy-phenyl)-1-methyl-imidazole-2-carboxamide NCCC1CN(C1)C(=O)C1CCN(CC1)C(=O)C1=C(C=C(C=C1)NC(=O)C=1N(C(=CN1)C1=C(C(=C(C=C1)OC)F)F)C)Cl